5-(2-{5-[(7R)-7-amino-2-azabicyclo[2.2.1]heptane-2-carbonyl]-7-methoxy-1-methyl-1H-1,3-benzodiazol-2-yl}-1-(cyclopropylmethyl)-1H-pyrrolo[2,3-b]pyridin-6-yl)pyrimidine-2-carboxamide N[C@H]1C2N(CC1CC2)C(=O)C2=CC1=C(N(C(=N1)C1=CC=3C(=NC(=CC3)C=3C=NC(=NC3)C(=O)N)N1CC1CC1)C)C(=C2)OC